OCCN1CCN(CC1)C=1C=CC=2N(C(C=C(N2)C2=NN3C(C(=NC(=C3)C)CCC)=C2)=O)C1 7-[4-(2-hydroxyethyl)piperazin-1-yl]-2-(6-methyl-4-propylpyrazolo[1,5-a]pyrazin-2-yl)-4H-pyrido[1,2-a]pyrimidin-4-one